C1C(CC12CCCC2)C(=O)N2C[C@H]1OC3=C([C@@H]2C1)C=NC=C3C#N (2S,5S)-4-(spiro[3.4]octane-2-carbonyl)-2,3,4,5-tetrahydro-2,5-methanopyrido[3,4-f][1,4]oxazepine-9-carbonitrile